(2-chloro-5-fluorophenyl)-N-[5-(methylcarbamoyl)-3-nitropyridin-2-yl]carbamic acid tert-butyl ester C(C)(C)(C)OC(N(C1=NC=C(C=C1[N+](=O)[O-])C(NC)=O)C1=C(C=CC(=C1)F)Cl)=O